F[P-](F)(F)(F)(F)F.CP(COC)(C)C trimethyl-(methoxymethyl)phosphine hexafluorophosphate